FC[C@H](CN(CC[C@@H](C(=O)O)NC=1C2=C(N=CN1)SC(=C2)C)CCCCC2=NC=1NCCCC1C=C2)OC (S)-4-(((S)-3-fluoro-2-methoxypropyl)(4-(5,6,7,8-tetrahydro-1,8-naphthyridin-2-yl)butyl)amino)-2-((6-methylthieno[2,3-d]pyrimidin-4-yl)amino)butanoic acid